OC=1C(=C(C(=CC1)C)NC(=O)C1=CN=C(S1)NC1=NN(C=C1)CCCC(=O)OCC)C ethyl 4-[3-[[5-[(3-hydroxy-2,6-dimethyl-phenyl)carbamoyl]thiazol-2-yl]amino]pyrazol-1-yl]butanoate